(R)-2-(4-(4-(aminomethyl)-8-(oxetan-2-yl)-1-oxo-1,2-dihydrophthalazin-6-yl)-1-methyl-1H-pyrazol-5-yl)benzo[b]thiophene-3-carbonitrile NCC1=NNC(C2=C(C=C(C=C12)C=1C=NN(C1C1=C(C2=C(S1)C=CC=C2)C#N)C)[C@@H]2OCC2)=O